FC(C(=O)O)(F)F.C[C@]12CC(C[C@](CC1)(N2)C)N(C=2SC=1N=C(SC1N2)C2=NC=C(N=C2)C=2C=NNC2)C N-[(1R,3s,5S)-1,5-dimethyl-8-azabicyclo[3.2.1]octan-3-yl]-N-methyl-5-[5-(1H-pyrazol-4-yl)pyrazin-2-yl][1,3]thiazolo[5,4-d][1,3]thiazol-2-amine trifluoroacetate